tert-butyl 3-(3-(benzyloxy)propoxy)azetidine-1-carboxylate C(C1=CC=CC=C1)OCCCOC1CN(C1)C(=O)OC(C)(C)C